(4-(1-cyclopropyl-4-(trifluoromethyl)-1H-imidazol-2-yl)phenyl)methanamine C1(CC1)N1C(=NC(=C1)C(F)(F)F)C1=CC=C(C=C1)CN